C1CC12CN(CC2)CC2=CC(=C1CN(C(C1=C2)=O)C2=NC(=CC(=C2)[C@@H](CC2=NN=CN2C)C)Cl)C(F)(F)F (R)-6-((5-azaspiro[2.4]heptan-5-yl)methyl)-2-(6-chloro-4-(1-(4-methyl-4H-1,2,4-triazol-3-yl)propan-2-yl)pyridin-2-yl)-4-(trifluoromethyl)isoindolin-1-one